FC(C=1C(=C(C=CC1)[C@H](C)NC=1C2=C(N=C(N1)C)N=C(C(=C2)C2(CCC(CC2)O)O)OC)F)F (1s,4S)-1-(4-(((R)-1-(3-(difluoromethyl)-2-fluorophenyl)ethyl)amino)-7-methoxy-2-methylpyrido[2,3-d]pyrimidin-6-yl)cyclohexane-1,4-diol